1-(tert-butyl) 2-methyl (2R,4R)-2-(2-(chloromethyl) allyl)-4-hydroxypyrrolidine-1,2-dicarboxylate ClCC(C[C@]1(N(C[C@@H](C1)O)C(=O)OC(C)(C)C)C(=O)OC)=C